N-(3-chloro-2-fluorophenyl)-9-(1-ethyl-1,2,3,6-tetrahydropyridin-4-yl)1-methyl-6,7-dihydro-5H-benzo[c][1,2,3]triazolo[1,5-a]azepin-7-amine ClC=1C(=C(C=CC1)NC1C2=C(C=3N(CC1)N=NC3C)C=CC(=C2)C=2CCN(CC2)CC)F